OC(CN1CCC(CC1)C=1C=C2C(=C(NC2=CC1)C=1N=C(C(N(C1)C)=O)C)C(C)C)(C)C 5-(5-(1-(2-hydroxy-2-methylpropyl)piperidin-4-yl)-3-isopropyl-1H-indol-2-yl)-1,3-dimethylpyrazin-2(1H)-one